OC(C(=O)OC(C)(C)C)(C)C tert-butyl 2-hydroxy-2-methyl-propanoate